tert-butyl-2,2,2-trichloroacetimidate C(C)(C)(C)OC(C(Cl)(Cl)Cl)=N